16-Hydroxy-tricosa-18,21-dienoic acid OC(CCCCCCCCCCCCCCC(=O)O)CC=CCC=CC